3-Ethoxy-5-{6-[2-(2-fluoro-phenyl)-ethylamino]-pyrimidin-4-yl}-thiophene C(C)OC1=CSC(=C1)C1=NC=NC(=C1)NCCC1=C(C=CC=C1)F